ClC=1C=C(C=CC1F)[C@@H](CC)N=C=O (R)-(+)-1-(3-chloro-4-fluorophenyl)propyl isocyanate